FC1(CN(CCC1)CC[C@@H](CC(=O)O)NC(=O)C=1N=C(N(C1)C1=C(C=CC=C1)C(F)(F)F)C=1C=NNC1)F (3S)-5-(3,3-difluoropiperidin-1-yl)-3-{[2-(1H-pyrazol-4-yl)-1-[2-(trifluoromethyl)phenyl]-1H-imidazol-4-yl]formamido}pentanoic acid